6-cyano-5-(3,5-difluorophenyl)-N-[1-(pyrimidin-2-yl)ethyl]pyridine-3-carboxamide tert-butyl-N-(cyclobutylmethyl)-N-[(3R)-1-[6-formyl-3-pyridyl]-3-piperidyl]carbamate C(C)(C)(C)OC(N([C@H]1CN(CCC1)C=1C=NC(=CC1)C=O)CC1CCC1)=O.C(#N)C1=C(C=C(C=N1)C(=O)NC(C)C1=NC=CC=N1)C1=CC(=CC(=C1)F)F